[Si](C)(C)(C(C)(C)C)O[C@@H]1C[C@@H](N(C1)C(=O)OCC1=CC=CC=C1)CCO benzyl (2S,4R)-4-((tert-butyldimethylsilyl)oxy)-2-(2-hydroxyethyl)pyrrolidine-1-carboxylate